ClC=1C(=NN(C1)CC(=O)NC=1C=NC(=C(C1)F)N1C=NC(=C1)[C@H]1NCCOC1)C(F)(F)F (R)-2-(4-chloro-3-(trifluoromethyl)-1H-pyrazol-1-yl)-N-(5-fluoro-6-(4-(morpholin-3-yl)-1H-imidazol-1-yl)pyridin-3-yl)acetamide